1-(3-amino-6-bromopyrazin-2-yl)-1H-pyrazole-4-carboxylic acid NC=1C(=NC(=CN1)Br)N1N=CC(=C1)C(=O)O